3,4-dimethyl-1-(naphthalen-1-yl)-1H-pyrrole-2,5-dione CC=1C(N(C(C1C)=O)C1=CC=CC2=CC=CC=C12)=O